NC1=NC2=C(N1)C=C(C=C2)C=2C=C(CC1=NNC(C3=CC=CC=C13)=O)C=CC2F 4-(3-(2-amino-1H-benzoimidazol-6-yl)-4-fluorobenzyl)phthalazin-1(2H)-one